ClC1=C(OCC(=O)[O-])C=CC(=C1)Cl.C[NH2+]C dimethylammonium (2,4-dichlorophenoxy)acetate